benzyl 1,1-difluoro-6-azaspiro[3.4]octane-6-carboxylate FC1(CCC12CN(CC2)C(=O)OCC2=CC=CC=C2)F